3-(3-methylol-1-bicyclo[1.1.1]pentanyl)azetidine-1-carboxylic acid tert-butyl ester C(C)(C)(C)OC(=O)N1CC(C1)C12CC(C1)(C2)CO